C(CCCCC)C(C(=O)OCCCCCCN(CCCO)CCCCCCOC(=O)OCC(CCCCCC)CCCCCC)CCCCCCCC 6-((6-((((2-hexyloctyl)oxy)carbonyl)oxy)hexyl)(3-hydroxypropyl)amino)hexyl 2-hexyldecanoate